C(C1=CC=CC=C1)(C1=CC=CC=C1)N1CCN(CC1)C1=C(C(N(C=2C=CC(=NC12)C#N)C)=O)[N+](=O)[O-] 8-(4-benzhydryl-piperazin-1-yl)-5-methyl-7-nitro-6-oxo-5,6-dihydro-1,5-naphthyridine-2-carbonitrile